CC1=C(C=C(C=C1)NC(=O)C1C2N(CC1CC2)CC(F)(F)F)C2=NC=CC=C2 trans-N-(4-methyl-3-(pyridin-2-yl)phenyl)-2-(2,2,2-trifluoroethyl)-2-azabicyclo[2.2.1]heptane-7-carboxamide